C(C)(C)(C)C1=CC=C(C=C1)SCC1=COC2=C1C=CC=C2 3-(((4-(Tert-butyl)phenyl)thio)methyl)benzofuran